Cl.NC[C@H]1NC([C@@](OCC1)(C)C1=CC(=CC=C1)C1=CC=C(C=C1)Cl)=O (2R,5S)-5-(aminomethyl)-2-[3-(4-chlorophenyl)phenyl]-2-methyl-1,4-oxazepan-3-one, hydrochloride